1H-isochromen-1-one Tosylate S(=O)(=O)(O)C1=CC=C(C)C=C1.C1(OC=CC2=CC=CC=C12)=O